N-palmitoyl-L-aspartic acid disodium salt [Na+].[Na+].C(CCCCCCCCCCCCCCC)(=O)N[C@@H](CC(=O)[O-])C(=O)[O-]